methyl 3-(2-bromo-6-(trifluoromethyl)benzyl)oxetane-3-carboxylate BrC1=C(CC2(COC2)C(=O)OC)C(=CC=C1)C(F)(F)F